9-azido-N-Acetylneuraminic acid N(=[N+]=[N-])C([C@H]([C@H]([C@H]1[C@@H]([C@H](CC(C(O)=O)(O)O1)O)NC(C)=O)O)O)O